ClC1=CC(=C(C=C1)I)F.[Zn] zinc (4-chloro-2-fluorophenyl) iodide